FC1=C(N=CC2=C1N=C(N=C2N2C[C@@H](NCC2)CC#N)OC[C@H]2N(C[C@@H](C2)F)C)C2=CC=CC1=CC=CC(=C21)C 2-[(2s)-4-[8-fluoro-2-[[(2S,4R)-4-fluoro-1-methyl-pyrrolidin-2-yl]methoxy]-7-(8-methyl-1-naphthyl)pyrido[4,3-d]pyrimidin-4-yl]piperazin-2-yl]acetonitrile